N-(cyclobutylmethyl)-5-(5-(3,5-dichloro-4-fluorophenyl)-5-(trifluoromethyl)-4,5-dihydroisoxazol-3-yl)-5,6-dihydro-4H-thieno[2,3-c]pyrrole-2-carboxamide C1(CCC1)CNC(=O)C1=CC2=C(CN(C2)C2=NOC(C2)(C(F)(F)F)C2=CC(=C(C(=C2)Cl)F)Cl)S1